C(C)(C)=C1C(C=CC=C1)P(O)(O)OP(O)(O)C1=CC=CC=C1.NC1=C(C=C(C=2C(C3=CC=CC=C3C(C12)=O)=O)O)SC1=CC=CC=C1 1-amino-4-hydroxy-2-(phenylsulfanyl)anthraquinone isopropylidenediphenyl-diphosphite